3-chloro-5-(2,6-difluorophenyl)-9-(3-methoxypyrrolidin-1-yl)-6H-pyrazolo[1,5-a][1,3,5]benzotriazepine ClC=1C=NN2C1N=C(NC1=C2C=C(C=C1)N1CC(CC1)OC)C1=C(C=CC=C1F)F